benzaldehyde N-Boc imine C(=O)(OC(C)(C)C)N=CC1=CC=CC=C1